S(=O)(=O)(O)O.C1(CC1)N1C=C2C(=NN(C(C2=C(C1=O)OCC)=O)C)C1=C(C=C(C=C1C(C)C)C(C)C)C(C)C (6-cyclopropyl-8-ethoxy-2-methyl-1,7-dioxo-pyrido[3,4-d]pyridazin-4-yl)2,4,6-triisopropylbenzene sulfate